C(C)OC(C(CCSC)NC(=O)OCCl)=O 2-((chloromethoxy)carbonylamino)-4-(methylthio)butanoic acid ethyl ester